((1R,5S,6s)-6-((4-(2-aminopropan-2-yl)-6-(p-tolyl)pyridin-2-yl)oxy)-3-azabicyclo[3.1.0]hexan-3-yl)(4-methyl-2-(pyrimidin-2-yl)thiazol-5-yl)methanone NC(C)(C)C1=CC(=NC(=C1)C1=CC=C(C=C1)C)OC1[C@@H]2CN(C[C@H]12)C(=O)C1=C(N=C(S1)C1=NC=CC=N1)C